2-amino-N-((2,6-dihydroxy-3'-methyl-4-pentyl-[1,1'-biphenyl]-3-yl)sulfonyl)propanamide NC(C(=O)NS(=O)(=O)C=1C(=C(C(=CC1CCCCC)O)C1=CC(=CC=C1)C)O)C